FC1([C@H]2[C@H](N([C@@H](C1)CC2)C(=O)C=2NC1=CC=CC(=C1C2)OC)C(=O)N[C@@H](\C=C\2/C(OCC2)=O)C[C@@H]2C(NCC2)=O)F (1R,3S,4R)-5,5-difluoro-2-(4-methoxy-1H-indole-2-carbonyl)-N-((R,Z)-1-(2-oxodihydrofuran-3(2H)-ylidene)-3-((R)-2-oxopyrrolidin-3-yl)propan-2-yl)-2-azabicyclo[2.2.2]octane-3-carboxamide